C(C)OC(NC(C(/N=N/C1=CC(=C(C(=C1)Br)OC1=CC=C2C(=N1)C(=CN2S(=O)(=O)CC2=CC=CC=C2)C(C)C)Br)C#N)=O)=O (E)-(2-cyano-2-((3,5-dibromo-4-((3-isopropyl-1-toluenesulfonyl-1H-pyrrolo[3,2-b]pyridin-5-yl)oxy)phenyl)azo)acetyl)carbamic acid ethyl ester